ClC1=CC=C(S1)CNC1=CC(=NN1C(C(C)(C)C)=O)C=1C(N(C=CC1)C(C(C(=O)O)([2H])[2H])([2H])[2H])=O 3-[3-(5-{[(5-chlorothiophen-2-yl)methyl]amino}-1-(2,2-dimethylpropanoyl)-1H-pyrazol-3-yl)-2-oxo-1,2-dihydropyridin-1-yl](2H4)propanoic acid